FC(C(C(=O)OCC)(C1CCC(CC1)=O)O)(F)F ethyl 3,3,3-trifluoro-2-hydroxy-2-(4-oxocyclohexyl)propanoate